3-METHYLENEPENTANEDIOIC ACID C=C(CC(=O)O)CC(=O)O